C(C1=CC=CC=C1)(=O)N[C@H](CCOCCCCC1=NC=2NCCCC2C=C1)C(=O)O N-benzoyl-O-(4-(5,6,7,8-tetrahydro-1,8-naphthyridin-2-yl)butyl)-D-homoserine